C1(=CC=CC=C1)OC(NC1=CC(=C(C(=C1)Cl)Cl)Cl)=O (3,4,5-Trichlorophenyl)carbamic acid phenyl ester